C(C)N1C[C@H]2[C@@H](CC1)CCN2C2=CC(=C(N=N2)C2=C(C=C(C=C2)C(F)(F)F)O)C(F)F 2-[6-[(3aS,7aR)-6-ethyl-3,3a,4,5,7,7a-hexahydro-2H-pyrrolo[2,3-c]pyridin-1-yl]-4-(difluoromethyl)pyridazin-3-yl]-5-(trifluoromethyl)phenol